ClC=1C=NN2C1C(C(CC2)C2N1C(C3=CC=CC=C23)=CN=C1)=O 3-chloro-5-(5H-imidazo[5,1-a]isoindol-5-yl)-6,7-dihydropyrazolo[1,5-a]pyridin-4(5H)-one